6-bromo-7-fluorobenzo[d]oxazol-2(3H)-one BrC1=C(C2=C(NC(O2)=O)C=C1)F